3-bromo-4-fluoro-tert-butylbenzene CC(C)(C)C1=CC(=C(C=C1)F)Br